4-(4-(azacyclooctan-1-yl)-8-fluoro-2-(((2r,7as)-2-fluorohexahydro-1H-pyrrolizin-7a-yl)methoxy)pyrido[4,3-d]pyrimidin-7-yl)-5-ethyl-6-fluoronaphthalen-2-ol N1(CCCCCCC1)C=1C2=C(N=C(N1)OC[C@]13CCCN3C[C@@H](C1)F)C(=C(N=C2)C2=CC(=CC1=CC=C(C(=C21)CC)F)O)F